C(CCCC)C1=CC=C(C=C1)C1=CC=C(C=C1)C#N 4'-amyl-4-biphenyl-carbonitrile